N-[(5-Chlorothiophen-2-yl)methyl]-1-(morpholin-4-carbonyl)-3-[1-(morpholin-4-carbonyl)piperidin-4-yl]-1H-pyrazol-5-amin ClC1=CC=C(S1)CNC1=CC(=NN1C(=O)N1CCOCC1)C1CCN(CC1)C(=O)N1CCOCC1